C(C)SCCC1=C(C=CC=C1)F ethyl-[(2-fluorophenyl) ethyl] sulfide